amino-1-methyl-[3,3'-bipyridin]-2(1H)-one NC1=C(C(N(C=C1)C)=O)C=1C=NC=CC1